CNCC=O 2-(methylamino)ethan-1-on